BrCC1=C2C=NC(=NC2=C(C(=C1Cl)I)F)SCC 5-(bromomethyl)-6-chloro-2-ethylsulfanyl-8-fluoro-7-iodo-quinazoline